FC1=C(C=CC=C1)S(=O)(=O)N1CC2(C1)CC(C2)N2[C@@H](COC1=C(C2)C=NC(=C1)C)C (3R)-4-[2-(2-fluorophenyl)sulfonyl-2-azaspiro[3.3]heptan-6-yl]-3,8-dimethyl-2,3-dihydropyrido[3,4-f][1,4]oxazepine